4-[4-fluoro-2-(4-methyl-1,2,4-triazol-3-yl)phenyl]-N-methoxy-N-methylpyridine-2-carboxamide FC1=CC(=C(C=C1)C1=CC(=NC=C1)C(=O)N(C)OC)C1=NN=CN1C